Benzyl ((S)-2-((4-((((S)-2-amino-3,3,3-trifluoropropyl)amino)methyl)pyridin-2-yl)amino)-1-((1r,4S)-4-fluorocyclohexyl)-2-oxoethyl)carbamate N[C@@H](CNCC1=CC(=NC=C1)NC([C@H](C1CCC(CC1)F)NC(OCC1=CC=CC=C1)=O)=O)C(F)(F)F